BrC=1C=C(OC2C(NC(CC2)=O)=O)C=CC1OC 3-(3-bromo-4-methoxy-phenoxy)piperidine-2,6-dione